O.ONC1=NC(N([C@H]2[C@H](O)[C@H](O)[C@@H](CO)O2)C=C1)=O N-Hydroxycytidine hydrate